NC1=C(C(=O)NC2CCOCC2)C=C(C=N1)C1=CC=C(C=C1)CN1CCC(CC1)O 2-Amino-5-(4-((4-hydroxypiperidin-1-yl)methyl)phenyl)-N-(tetrahydro-2H-pyran-4-yl)nicotinamide